2-(6-chloro-2,3-dihydro-1H-inden-5-yl)-6-(1-methyl-1H-pyrazol-3-yl)-2,5-dihydro-4H-pyrazolo[3,4-d]pyrimidin-4-one ClC1=C(C=C2CCCC2=C1)N1N=C2N=C(NC(C2=C1)=O)C1=NN(C=C1)C